O1CC(CC2=CC=CC=C12)NC=1C(=CC=CC1)N N1-(chroman-3-yl)benzene-1,2-diamine